BrC1=CC=C(C=C1)CC(CC(=O)O)(Cl)Cl trans-3-(4-bromophenyl)-2,2-dichloropropane-1-carboxylic acid